C(C)(C)(C)OC(=O)N1N=C(C=2C1=NC=CC2CN2CCCC2)Cl chloro-4-(pyrrolidin-1-ylmethyl)-1H-pyrazolo[3,4-b]pyridine-1-carboxylic acid tert-butyl ester